rac-(3aR,5r,6aS)-5-(cyclopropylmethyl)-2-(2-hydroxy-2-(4-hydroxyphenyl)ethyl)octahydrocyclopenta[c]pyrrol-5-ol C1(CC1)CC1(C[C@@H]2[C@@H](CN(C2)CC(C2=CC=C(C=C2)O)O)C1)O |r|